N-(4-bromo-2-chlorophenyl)-3,3-dimethoxypropionamide BrC1=CC(=C(C=C1)NC(CC(OC)OC)=O)Cl